C[C@@]1(NCCC1)C(=O)O (S)-2-methylproline